C(C1=CC=CC=C1)N1CC(C(CC1)N1CCC(CC1)N1CCN(CC1)C1=CC2=C(N(C(N2C)=O)C2C(NC(CC2)=O)=O)C=C1)(F)F 3-(5-(4-(1'-Benzyl-3',3'-difluoro-[1,4'-bipiperidin]-4-yl)piperazin-1-yl)-3-methyl-2-oxo-2,3-dihydro-1H-benzo[d]imidazol-1-yl)piperidine-2,6-dione